N-((4-((4-(tert-butyl)phenyl)amino)cyclohexyl)methyl)-1-methyl-1H-pyrazol-4-amine C(C)(C)(C)C1=CC=C(C=C1)NC1CCC(CC1)CNC=1C=NN(C1)C